4-((8-isopropyl-2-methylpyrazolo[1,5-a][1,3,5]triazine-4-yl)amino)piperidine-1-carboxylic acid (3-fluoro-1-(2-fluoroacryloyl)azetidin-3-yl)methyl ester FC1(CN(C1)C(C(=C)F)=O)COC(=O)N1CCC(CC1)NC1=NC(=NC=2N1N=CC2C(C)C)C